O1C(C=CC=C1)=C1OC=CC=C1 bipyran